(R)-N-((S)-1-(5-((2,3-dichlorophenyl)thio)pyrazin-2-yl)-1'H,3'H-spiro[piperidine-4,2'-pyrrolizin]-1'-yl)-2-methylpropane-2-sulfinamide ClC1=C(C=CC=C1Cl)SC=1N=CC(=NC1)N1CCC2([C@@H](C3=CC=CN3C2)N[S@](=O)C(C)(C)C)CC1